2-(2-ethynylnaphthyl)aniline C(#C)C1=C(C2=CC=CC=C2C=C1)C1=C(N)C=CC=C1